O=C1NC(CCC1N1C(C2=CC=CC(=C2C1=O)N1CC(C1)CC1CCN(CC1)C(=O)OC(C)(C)C)=O)=O tert-butyl 4-((1-(2-(2,6-dioxopiperidin-3-yl)-1,3-dioxoisoindolin-4-yl)azetidin-3-yl)methyl)piperidine-1-carboxylate